BrCC1=CC=CC=2OCOC21 4-(bromomethyl)-1,3-benzodioxole